(6S)-5-((S)-2-amino-3,3-dimethylbutyryl)-N-(cyano(isoquinolin-4-yl)methyl)-5-azaspiro[2.4]heptane-6-carboxamide N[C@H](C(=O)N1CC2(CC2)C[C@H]1C(=O)NC(C1=CN=CC2=CC=CC=C12)C#N)C(C)(C)C